ClC1=CC=C(C=C1)CC(=O)N1CCN(CC1)C=1C=CC=2N(N1)C=NN2 2-(4-chlorophenyl)-1-(4-{[1,2,4]triazolo[4,3-b]pyridazin-6-yl}piperazin-1-yl)ethan-1-one